2-(tert-butoxycarbonyl)-6-(2,4-dimethylthiazole-5-carbonyl)-2,6-diazaspiro[3.4]octane-8-carboxylic acid C(C)(C)(C)OC(=O)N1CC2(C1)CN(CC2C(=O)O)C(=O)C2=C(N=C(S2)C)C